4'-amyl-3-fluoro-4-biphenylboronic acid C(CCCC)C1=CC=C(C=C1)C1=CC(=C(C=C1)B(O)O)F